C(CCCCCCCCCCCCCCCCC)(=O)OC[C@@H](OC(CCC\C=C/C\C=C/C\C=C/C\C=C/CCCCC)=O)COP(=O)(O)OCCN 1-Stearoyl-2-arachidonoyl-sn-glycero-3-phosphoethanolamin